methyl-secondary butyl ether COC(C)CC